COCCN1C(=NC2=C1C=C(C=C2)C(=O)O)CN2CCC(CC2)C2=NC(=CC=C2)OCC2=CC=C(C=C2)COC 1-(2-methoxyethyl)-2-((4-(6-((4-(methoxymethyl)benzyl)oxy)pyridin-2-yl)piperidin-1-yl)methyl)-1H-benzo[d]imidazole-6-carboxylic acid